ClC=1N=C(C2=C(N1)C=C(O2)C=O)N2CCOCC2 2-chloro-4-(morpholin-4-yl)furo[3,2-d]pyrimidine-6-carbaldehyde